O1C(CCCC1)N1N=CC(=C1)C1=CC=C(C=C1)N1CCC(CC1)CN (1-(4-(1-(tetrahydro-2H-pyran-2-yl)-1H-pyrazol-4-yl)phenyl)piperidin-4-yl)methanamine